1-(2-ethoxyhexyloxy)-1-oxopropane C(C)OC(COC(CC)=O)CCCC